C(C)(C)NC(=O)C1=NN2C(CN(CCC2)C(=O)OC(C)(C)C)=C1 tert-butyl 2-(isopropylcarbamoyl)-7,8-dihydro-4H-pyrazolo[1,5-a][1,4]diazepine-5(6H)-carboxylate